lithium butanone CC(CC)=O.[Li]